4-(1,3-dimethyl-1H-pyrazol-5-yl)-N-((5-fluoro-2,3-dihydrobenzofuran-4-yl)methyl)-6-methoxy-2,7-naphthyridin-1-amine CN1N=C(C=C1C1=CN=C(C2=CN=C(C=C12)OC)NCC1=C(C=CC2=C1CCO2)F)C